4-((2-(2-cyanoethyl)-2H-tetrazol-5-yl)(phenyl)methyl)piperazine-1-carboxylic acid benzyl ester C(C1=CC=CC=C1)OC(=O)N1CCN(CC1)C(C1=CC=CC=C1)C=1N=NN(N1)CCC#N